FCCCCCCCCC(CC)OCCCCCCCCCCCCCCCC hexadecyl fluorooctyl-propyl ether